FCS(=O)(=O)O.FCS(=O)(=O)O.C1(O)=CC=C(O)C=C1 hydroquinone bis(fluoromethanesulfonate)